BrC1=C(C=CC=C1)C(C)(O[Si](C)(C)C(C)(C)C)C [1-(2-bromophenyl)-1-methyl-ethoxy]-tert-butyl-dimethyl-silane